5-(5-aminopentyloxy)-2-(2,6-dioxopiperidin-3-yl)-1H-benzo[de]isoquinoline-1,3(2H)-dione TFA salt OC(=O)C(F)(F)F.NCCCCCOC=1C=C2C3=C(C(N(C(C3=CC=C2)=O)C2C(NC(CC2)=O)=O)=O)C1